NC(C[C@@H](C#C)NC(=O)[C@H]1NCCC1)=O (2S)-N-[(1S)-1-(2-amino-2-oxo-ethyl)prop-2-ynyl]pyrrolidine-2-carboxamide